FC=1C=C2C(=NC(=NC2=C(C1)F)OCC1(CC1)CN1C[C@@H](CC1)F)N1CC2CCC(C1)N2C(=O)OC(C)(C)C tert-butyl 3-(6,8-difluoro-2-((1-(((R)-3-fluoropyrrolidin-1-yl)methyl)cyclopropyl)methoxy)quinazolin-4-yl)-3,8-diazabicyclo[3.2.1]octane-8-carboxylate